methyl (2-(5-hydroxy-6-oxo-1,6-dihydropyrimidin-4-yl)-3-(5-((4-(morpholinomethyl)phenyl) ethynyl)pyridin-2-yl)propyl)carbamate OC1=C(N=CNC1=O)C(CNC(OC)=O)CC1=NC=C(C=C1)C#CC1=CC=C(C=C1)CN1CCOCC1